CC(=CC)C=1OC2=CC=CC(C2=C(C1)C)=O 2-(but-2-en-2-yl)-4-methyl-5H-chromen-5-one